2-(isobutyl-sulfonyl)ethanamine C(C(C)C)S(=O)(=O)CCN